ClC=1C=C(CNC2=NC(=NC3=CC=C(C=C23)C=2C(=NOC2C)C)C(=O)NC=2C=NC(=CC2)Cl)C=CC1 4-((3-chlorobenzyl)amino)-N-(6-chloropyridin-3-yl)-6-(3,5-dimethylisoxazol-4-yl)quinazoline-2-carboxamide